OC1=C(C=C2C(C(=C(OC2=C1)C)CC(=O)O)=O)OC 2-(7-hydroxy-6-methoxy-2-methyl-4-oxo-4H-chromen-3-yl)acetic acid